tert-butyl-(2-((5-(diethylcarbamoyl) indolin-1-yl) methyl)-3-fluoroallyl) carbamate C(N)(OCC(=C(F)C(C)(C)C)CN1CCC2=CC(=CC=C12)C(N(CC)CC)=O)=O